2-amino-4-(hydroxymethyl)quinoline-6-carboxylic acid NC1=NC2=CC=C(C=C2C(=C1)CO)C(=O)O